CC1=C(C=C(C(=O)OC)C=C1)NC1=NC=CC=C1C1=C2N=CN(C2=NC=N1)C1OCCCC1 methyl 4-methyl-3-((3-(9-(tetrahydro-2H-pyran-2-yl)-9H-purin-6-yl)pyridin-2-yl)amino)benzoate